O1CCC(CC1)CN1CCC2(CCCN(C2)S(=O)(=O)C=2C=CC(=NC2)N2C(OCC2)=O)CC1 3-(5-((9-((Tetrahydro-2H-pyran-4-yl)methyl)-2,9-diazaspiro[5.5]undecan-2-yl)sulfonyl)pyridin-2-yl)oxazolidin-2-one